4-[3-[(3S)-3-(dimethylamino)pyrrolidin-1-yl]-2-nitro-anilino]-N-(3-methoxy-4-methyl-phenyl)cyclohexanecarboxamide CN([C@@H]1CN(CC1)C=1C(=C(NC2CCC(CC2)C(=O)NC2=CC(=C(C=C2)C)OC)C=CC1)[N+](=O)[O-])C